tert-butyl 2-(1H-pyrrolo[2,3-b]pyridin-5-yl-oxy)-4-(4-((2-(3-chlorobicyclo[1.1.1]pentan-1-yl)-4,4-dimethylcyclohex-1-en-yl)methyl)piperazin-1-yl)benzoate N1C=CC=2C1=NC=C(C2)OC2=C(C(=O)OC(C)(C)C)C=CC(=C2)N2CCN(CC2)CC2=C(CC(CC2)(C)C)C21CC(C2)(C1)Cl